(4-bromo-2-chlorophenyl)-4-chlorobutanamide BrC1=CC(=C(C=C1)C(C(=O)N)CCCl)Cl